C(C)C1=NN(C(=C1)C(C)C)C1=C(C=C(C=C1)Cl)Cl ethyl-1-(2,4-dichlorophenyl)-5-isopropylpyrazole